Difluoro-di-iso-propylaminosilane F[SiH](N(C(C)C)C(C)C)F